(S)-2-[4-bromo-2-(1,1-difluorobutyl)phenoxy]propionic acid BrC1=CC(=C(O[C@H](C(=O)O)C)C=C1)C(CCC)(F)F